CN(C(COCCCCCCCC)COCCCCCCCC[C@@H]1[C@@H](C1)C[C@@H]1[C@@H](C1)CCCCC)C N,N-dimethyl-1-(octyloxy)-3-({8-[(1S,2S)-2-{[(1R,2R)-2-pentylcyclopropyl]-methyl}cyclopropyl]octyl}oxy)propan-2-amine